(S,E)-5-((4,4-difluorocyclohexyl)amino)-3-((3-(3-(2-(4-(dimethylamino)-N-methylbut-2-enamido)propanamido)propoxy)phenyl)amino)-6-ethylpyrazine-2-carboxamide FC1(CCC(CC1)NC=1N=C(C(=NC1CC)C(=O)N)NC1=CC(=CC=C1)OCCCNC([C@H](C)N(C(\C=C\CN(C)C)=O)C)=O)F